[Na].C1(CCCCC1)C1=C(C=C(C=C1)C)O 2-cyclohexyl-5-methylphenol, sodium salt